Allyl (SR,6S)-6-((R)-1-hydroxyethyl)-3-((2-hydroxyethyl)thio)-7-oxo-4-thia-1-azabicyclo[3.2.0]hept-2-ene-2-carboxylate O[C@H](C)[C@@H]1[C@@H]2SC(=C(N2C1=O)C(=O)OCC=C)SCCO |&1:4|